4-((1H-pyrazol-1-yl)methyl)-3-bromo-N-((2,6-dimethoxyphenyl)sulfonyl)-2-fluorobenzamide N1(N=CC=C1)CC1=C(C(=C(C(=O)NS(=O)(=O)C2=C(C=CC=C2OC)OC)C=C1)F)Br